FC1=CC=C(OC2=CC=C(C=N2)CN2C(N(C3=C2C=C(C=C3)C(=O)N)C(C)C)=O)C=C1 ((6-(4-fluorophenoxy)pyridin-3-yl)methyl)-1-isopropyl-2-oxo-2,3-dihydro-1H-benzimidazole-5-carboxamide